Cl.C12(CCC(CC1)C2)N bicyclo[2.2.1]heptan-1-amine-hydrochloride salt